1-(difluoromethyl)-4-isothiocyanatobenzene FC(C1=CC=C(C=C1)N=C=S)F